NC=1C(=C(C=C2C=C(N=CC12)NC1=NN2CC(N(CCC2=C1)C)=O)C=1C(=C(C=NC1)NS(=O)C)C)F N-(5-(8-amino-7-fluoro-3-((6-methyl-7-oxo-5,6,7,8-tetrahydro-4H-pyrazolo[1,5-d][1,4]diazepin-2-yl)amino)isoquinolin-6-yl)-4-methylpyridin-3-yl)methanesulfinamide